C12(CC3CC(CC(C1)C3)C2)NC2=NC(=NC(=N2)OCCOCCOCCOCCOCCOCCN=[N+]=[N-])N2CCC(CC2)C ((3s,5s,7s)-adamantan-1-yl)-4-((17-azido-3,6,9,12,15-pentaoxaheptadecyl)oxy)-6-(4-methylpiperidin-1-yl)-1,3,5-triazin-2-amine